(1s,3s)-3-(hydroxymethyl)-1-methylcyclobutan-1-ol OCC1CC(C1)(O)C